diphenyl-(p-isopropoxycarbonylphenyl)sulfoxonium C1(=CC=CC=C1)[S+](=O)(C1=CC=C(C=C1)C(=O)OC(C)C)C1=CC=CC=C1